3-(4-(methoxy-d3)-1-oxo-5-(7-(piperidin-4-yloxy)-2-azaspiro[3.5]nonan-2-yl)isoindolin-2-yl)piperidine-2,6-dione C(OC1=C2CN(C(C2=CC=C1N1CC2(C1)CCC(CC2)OC2CCNCC2)=O)C2C(NC(CC2)=O)=O)([2H])([2H])[2H]